(R)-4-bromo-5-cyclopropyl-N-(1-methylpiperidin-3-yl)-1,2,4-triazin-3-amine BrN1[C@@H](N=NC=C1C1CC1)NC1CN(CCC1)C